C(C1=CC=CC=C1)OC1O[C@@H]([C@@H]([C@@H]([C@H]1OCC1=CC=CC=C1)OCC1=CC=CC=C1)OCC1=CC=CC=C1)COC(C1=CC=CC=C1)(C1=CC=CC=C1)C1=CC=CC=C1 (3R,4S,5S,6R)-2,3,4,5-tetra(benzyloxy)-6-((trityloxy)methyl)tetrahydro-2H-pyran